FC1=C(C(=CC(=C1)F)F)C=1C(=NC=2N(C1O)N=CN2)O 6-(2,4,6-trifluorophenyl)-[1,2,4]triazolo[1,5-a]pyrimidine-5,7-diol